4,6-di(triazole-1-yl)-isophthalic acid N1(N=NC=C1)C1=C(C=C(C(=O)O)C(=C1)N1N=NC=C1)C(=O)O